5-(4-fluoro-3-iodo-phenoxy)-1-(p-tolylsulfonyl)indole FC1=C(C=C(OC=2C=C3C=CN(C3=CC2)S(=O)(=O)C2=CC=C(C=C2)C)C=C1)I